FC(C1=NN=C(O1)C1=CC=C(CC2=CN=C(O2)C2=CC=C(N)C=C2)C=C1)F 4-(5-(4-(5-(difluoromethyl)-1,3,4-oxadiazol-2-yl)benzyl)oxazol-2-yl)aniline